tert-butyl (2S,3S)-3-((tert-butyldimethylsilyl)oxy)-2-(hydroxymethyl)pyrrolidine-1-carboxylate [Si](C)(C)(C(C)(C)C)O[C@@H]1[C@@H](N(CC1)C(=O)OC(C)(C)C)CO